C(C)(C)(C)OC(=O)C1(CC1)C1=NC=C(C=C1OC)C(F)(F)F.N1(CCNCC1)CC(=O)NC1=CC=C(C=C1)OC1CC(C1)N1CCCCC1 2-(piperazin-1-yl)-N-(4-(3-(piperidin-1-yl)cyclobutoxy)phenyl)acetamide tert-butyl-1-[3-methoxy-5-(trifluoromethyl)pyridin-2-yl]cyclopropane-1-carboxylate